(4-{3-[(4-chloro-2-fluorobenzyl)oxy]pyrazin-2-yl}piperidin-1-yl)ammonium acetate C(C)(=O)[O-].ClC1=CC(=C(COC=2C(=NC=CN2)C2CCN(CC2)[NH3+])C=C1)F